FC1=CC(=NC=N1)N1[C@H](CN(CC1)C(=O)OC(C)(C)C)CO tert-butyl (R)-4-(6-fluoropyrimidin-4-yl)-3-(hydroxymethyl)piperazine-1-carboxylate